7-(2-(2-chlorophenyl)-3,4,6,7-tetrahydro-5H-imidazo[4,5-c]pyridin-5-yl)-5,6,7,8-tetrahydronaphthalene-2-carboxylic acid ClC1=C(C=CC=C1)C1=NC2=C(CN(CC2)C2CCC=3C=CC(=CC3C2)C(=O)O)N1